N1(CCCCC1)C1=CC=C(C=C1)B(O)O 4-(PIPERIDINO)PHENYLBORONIC ACID